NC1=C(C=C(C=N1)NC(C(=O)N1[C@H](CC[C@@H](C1)C)C1=CC=C(C=C1)N1CCN(CC1)C)=O)C |r| rac-N-(6-Amino-5-methyl-3-pyridyl)-2-[(2R,5S)-5-methyl-2-[4-(4-methylpiperazin-1-yl)phenyl]-1-piperidyl]-2-oxo-acetamide